NC1=CC(=C2C=CC=NC2=C1)C1(CC1)NC(C1=C(C=CC(=C1)OC[C@H]1N(CC1)C)C)=O (s)-N-(1-(7-Aminoquinolin-5-yl)cyclopropyl)-2-methyl-5-((1-methylazetidin-2-yl)methoxy)benzamide